C1(=CC=CC2=CC=CC=C12)S(=O)(=O)N1CC(NC2=CC=CC=C12)=O 4-(naphthalen-1-ylsulfonyl)-3,4-dihydroquinoxaline-2(1H)-one